zirconium-titanium lead [Pb].[Ti].[Zr]